NC1=C(C(=NC=N1)C=1C(=C(C=C(C1)F)N1C(C2=CC=C(C=C2CC1)C1CC1)=O)CO)OC[C@H]1NCCC1 (S)-2-(3-(6-amino-5-(pyrrolidin-2-ylmethoxy)pyrimidin-4-yl)-5-fluoro-2-(hydroxymethyl)phenyl)-6-cyclopropyl-3,4-dihydroisoquinolin-1(2H)-one